FC(C1=NC(=NO1)C1=CC=C(OCN2N=CC(=C2)C(=O)OCC)C=C1)(F)F ethyl 1-[[4-[5-(trifluoromethyl)-1,2,4-oxadiazol-3-yl] phenoxy] methyl]-1H-pyrazole-4-carboxylate